12-(propan-2-yl)-12-azatricyclo[6.3.1.02,7]dodeca-2,4,6-trien-9-ol hydrochloride Cl.CC(C)N1C2C3=CC=CC=C3C1C(CC2)O